(R)-3-(4-(1-(5-(1-(((R)-1-(3-(Difluoromethyl)-2-fluorophenyl)ethyl)amino)-4-methylpyrido[3,4-d]pyridazin-7-yl)-2-fluorobenzyl)piperidin-4-yl)phenyl)-3-methylpiperidine FC(C=1C(=C(C=CC1)[C@@H](C)NC1=C2C(=C(N=N1)C)C=NC(=C2)C=2C=CC(=C(CN1CCC(CC1)C1=CC=C(C=C1)[C@@]1(CNCCC1)C)C2)F)F)F